4-[[4-(5-chloro-2-methylphenyl)-1-piperazinyl]carbonyl]-2-(2-methylpropyl)-1(2H)-phthalazinone ClC=1C=CC(=C(C1)N1CCN(CC1)C(=O)C1=NN(C(C2=CC=CC=C12)=O)CC(C)C)C